C(CCCCCCC)OC=1C(C(=O)O)=CC=CC1.C(C=1C(O)=CC=CC1)(=O)OC(CCCCC)CC ethylhexyl salicylate (octyl salicylate)